(E)-5-methyl-7-oxo-7-(6-(pyrrolidin-1-yl)indolin-1-yl)hept-5-enoic acid C/C(/CCCC(=O)O)=C\C(N1CCC2=CC=C(C=C12)N1CCCC1)=O